N=1N=CN2N=C(C=CC21)NC(CN2N=C(C(=CC2=O)OC)C(C)C)=O N-([1,2,4]triazolo[4,3-b]pyridazin-6-yl)-2-(3-isopropyl-4-methoxy-6-oxopyridazin-1(6H)-yl)acetamide